4-(5-(difluoromethyl)-1,3,4-thiadiazol-2-yl)-N-(1-methylcyclopropyl)-2-(pyrrolidin-1-yl)quinazoline-6-sulfonamide FC(C1=NN=C(S1)C1=NC(=NC2=CC=C(C=C12)S(=O)(=O)NC1(CC1)C)N1CCCC1)F